tert-Butyl (S)-((2'-(3-(4-bromothiazole-2-carboxamido)-2-methylphenyl)-3'-chloro-6-methoxy-[2,4'-bipyridin]-5-yl)methyl)((5-oxopyrrolidin-2-yl)methyl)carbamate BrC=1N=C(SC1)C(=O)NC=1C(=C(C=CC1)C1=NC=CC(=C1Cl)C1=NC(=C(C=C1)CN(C(OC(C)(C)C)=O)C[C@H]1NC(CC1)=O)OC)C